ClC1=C(C=C(C=N1)CNCC[C@]1(CCOC2(CCCC2)C1)C1=NC=CC=C1)I [(6-chloro-5-iodopyridin-3-yl)methyl]({2-[(9R)-9-(pyridin-2-yl)-6-oxaspiro[4.5]decan-9-yl]ethyl})amine